(7-(2-(4-(6-fluorobenzothiophen-4-yl)piperazin-1-yl)ethyl)-2-oxo-3,4-dihydroquinoline-1(2H)-yl)methylhexadecyl carbonate C(OC(CCCCCCCCCCCCCCC)CN1C(CCC2=CC=C(C=C12)CCN1CCN(CC1)C1=CC(=CC2=C1C=CS2)F)=O)([O-])=O